FC(OC1=CC=C(C=C1)NC(=O)OCCC1=CC=C(C(=O)O)C=C1)(F)F 4-(2-(((4-(trifluoromethoxy)phenyl)carbamoyl)oxy)ethyl)benzoic acid